tert-butyl (3-(4-bromo-1H-pyrazol-1-yl)-2-((tert-butyldimethylsilyl)oxy) propyl)carbamate BrC=1C=NN(C1)CC(CNC(OC(C)(C)C)=O)O[Si](C)(C)C(C)(C)C